2-(2,6-dioxo-3-piperidinyl)isoindoline-1,3-dione citrate C(CC(O)(C(=O)O)CC(=O)O)(=O)O.O=C1NC(CCC1N1C(C2=CC=CC=C2C1=O)=O)=O